FC(C1=CC=CC=2N=CSC21)(F)F 7-(trifluoromethyl)benzo[d]thiazole